[Ru].C1(CCCCC1)P(C1CCCCC1)C1CCCCC1 (tricyclohexyl-phosphine) ruthenium